2,5-dimethylthiophene-3-Carboxamide CC=1SC(=CC1C(=O)N)C